(1r,4r)-3-morpholinocyclohexan-1-amine bis(2,2,2-trifluoroacetate) FC(C(=O)O)(F)F.FC(C(=O)O)(F)F.O1CCN(CC1)C1C[C@@H](CCC1)N